tert-Butyl 2-(2-(4-chlorophenyl)acetyl)hydrazinecarboxylate ClC1=CC=C(C=C1)CC(=O)NNC(=O)OC(C)(C)C